P1=CC=CC=C1 Z-phosphainine